5-[(4-chlorophenyl)methoxymethyl]-2-(3-chloro-2-pyridinyl)pyrazole-3-carboxylic acid ClC1=CC=C(C=C1)COCC=1C=C(N(N1)C1=NC=CC=C1Cl)C(=O)O